(2-((1-methyl-4-oxo-2-(trifluoromethyl)-1,4-dihydroquinolin-7-yl)amino)thiazole-5-carbonyl)glycine CN1C(=CC(C2=CC=C(C=C12)NC=1SC(=CN1)C(=O)NCC(=O)O)=O)C(F)(F)F